C1(CCCCC1)C1C(CCCC1)=O cis-o-cyclohexyl-cyclohexanone